5-[7-[[5-[[2-(dimethylamino)ethyl-methylamino]methyl]pyridin-2-yl]amino]-3-methylimidazo[4,5-b]pyridin-5-yl]oxy-4-methylpyridine-2-carbonitrile formate salt C(=O)O.CN(CCN(C)CC=1C=CC(=NC1)NC1=C2C(=NC(=C1)OC=1C(=CC(=NC1)C#N)C)N(C=N2)C)C